4-Azidobenzyl (4-nitrophenyl) carbonate C(OCC1=CC=C(C=C1)N=[N+]=[N-])(OC1=CC=C(C=C1)[N+](=O)[O-])=O